4-[[4-fluoro-3-[3-(trifluoromethyl)-6,8-dihydro-5H-[1,2,4]triazolo[4,3-a]pyrazine-7-carbonyl]phenyl]methyl]-6-(prop-2-ynylamino)-2H-phthalazin-1-one FC1=C(C=C(C=C1)CC1=NNC(C2=CC=C(C=C12)NCC#C)=O)C(=O)N1CC=2N(CC1)C(=NN2)C(F)(F)F